C(C)(C)(C)OC(=O)C1=CN=NC=C1 pyridazine-4-carboxylic acid tert-butyl ester